The molecule is a dihydroxyflavanone that is flavanone substituted by hydroxy groups at positions 5 and 7 and a methoxy group at position 4' (the 2S stereoisomer). It has a role as a plant metabolite. It is a dihydroxyflavanone, a monomethoxyflavanone, a member of 4'-methoxyflavanones and a (2S)-flavan-4-one. It derives from a (S)-naringenin. COC1=CC=C(C=C1)[C@@H]2CC(=O)C3=C(C=C(C=C3O2)O)O